Dioxanebisamine O1C(COCC1)(N)N